C[Si](O[Si](O[Si](C)(C)C)(O[Si](C)(C)C)C)(C)C 1,1,1,3,5,5,5-heptamethyl-3-[(trimethylsilyl)oxy]trisiloxane